1,22-docosanedi-oic acid C(CCCCCCCCCCCCCCCCCCCCC(=O)O)(=O)O